NC1=NC=C(C(=C1)B(O)O)C(F)(F)F 2-AMINO-5-(TRIFLUOROMETHYL)PYRIDINE-4-BORONIC ACID